1-(naphthalen-1-ylmethyl)naphthalen-2-ol C1(=CC=CC2=CC=CC=C12)CC1=C(C=CC2=CC=CC=C12)O